(S)-3-methylpentanoic acid C[C@H](CC(=O)O)CC